C1(CC1)C=1C=C(C=CC1)C=1C=CC(=NC1)NC(=O)C=1C=NC=NC1 N-[5-(3-cyclopropylphenyl)pyridin-2-yl]Pyrimidine-5-carboxamide